CC=1NC2=CC=CC=C2C1C=O (2-methyl-1H-indol-3-yl)methanone